C1=NC=CC2=CC(=CC=C12)NC1=NC(=NC=C1)NC1=CC(=C(C=C1)OCCCN1CCCCC1)OC 4-(6-isoquinolylamino)-2-[3-methoxy-4-(3-piperidinopropoxy)phenylamino]pyrimidine